F.C(CCC)N(CCCC)CCCC tri-n-butylamine hydrogen fluoride